2-methyl-2-{5-[(3-{5-[({1-[2-(4-methylpiperazin-1-yl)acetyl]piperidin-4-yl}amino)methyl]-1-(2,2,2-trifluoroethyl)-1H-indol-2-yl}prop-2-yn-1-yl)amino]pyridin-2-yl}propanenitrile CC(C#N)(C)C1=NC=C(C=C1)NCC#CC=1N(C2=CC=C(C=C2C1)CNC1CCN(CC1)C(CN1CCN(CC1)C)=O)CC(F)(F)F